C(CCCC)N1N=C2C3=C(CCC2=C1)C=C(C=C3)NC(OC(C)(C)C)=O tert-butyl (2-pentyl-4,5-dihydro-2H-benzo[g]indazol-7-yl)carbamate